CN1CC=CC(=C1)C1CC(N(CC1)CC=1C=NC=2C(=C(C(NC2C1)=O)C(F)(F)F)C)C N-methyl-5-(2-methyl-1-((8-methyl-6-oxo-7-(trifluoromethyl)-5,6-dihydro-1,5-naphthyridin-3-yl)methyl)piperidin-4-yl)pyridine